NC1=CC=C(C=C1)NC(=O)N1CC2=NC=C(C=C2C1)F N-(4-aminophenyl)-3-fluoro-5,7-dihydro-6H-pyrrolo[3,4-b]pyridine-6-carboxamide